NC=1C(=NC=NC1Cl)NC=1C=C(C=CC1N1CCN(CC1)C)C1=CC=C(C=C1)C(=O)N1CCOCC1 (3'-((5-amino-6-chloropyrimidin-4-yl)amino)-4'-(4-methylpiperazin-1-yl)-[1,1'-biphenyl]-4-yl)(morpholino)methanone